[C@H]12CC(C[C@H](CC1)N2)SC=2N=CC(=NC2)C2=C(C=C(C=C2)N2C=NC=C2)O 2-(5-(((1R,3s,5S)-8-azabicyclo[3.2.1]octan-3-yl)thio)pyrazin-2-yl)-5-(1H-imidazol-1-yl)phenol